maleimidoyl-valine C(\C=C/C(=O)O)(=N)N[C@@H](C(C)C)C(=O)O